1-(1H-indol-3-yl)-3-(4-((5-methylisoxazol-3-yl)methyl)-3,4-dihydro-2H-benzo[b][1,4]thiazin-7-yl)urea N1C=C(C2=CC=CC=C12)NC(=O)NC=1C=CC2=C(SCCN2CC2=NOC(=C2)C)C1